4-chloro-2-(2-fluoro-5-propan-2-yloxyphenyl)-5-methylphenol ClC1=CC(=C(C=C1C)O)C1=C(C=CC(=C1)OC(C)C)F